O=C1NC(CCC1N1C(N(C2=C1C=CC=C2C2CC(C2)CO[C@@H]2[C@H](CN(CC2)C(=O)OC(C)(C)C)F)C)=O)=O Tert-butyl (3S,4S)-4-[[3-[1-(2,6-dioxo-3-piperidyl)-3-methyl-2-oxo-benzimidazol-4-yl] cyclobutyl]methoxy]-3-fluoro-piperidine-1-carboxylate